bis-(2-methoxyphenyl)phosphine COC1=C(C=CC=C1)PC1=C(C=CC=C1)OC